acrylamidopropyl-dimethylbenzyl-ammonium bis(trifluoromethanesulfonyl)imide salt [N-](S(=O)(=O)C(F)(F)F)S(=O)(=O)C(F)(F)F.C(C=C)(=O)NCCC[N+](CC1=CC=CC=C1)(C)C